OC[C@H]1CN(CC1)C(=O)OC(C)(C)C (R)-tert-butyl 3-(hydroxymethyl)pyrrolidine-1-carboxylate